2-((4-(6-((quinolin-6-ylmethyl)amino)pyridin-2-yl)piperidin-1-yl)methyl)-1H-benzo[d]imidazole-6-carboxylic acid N1=CC=CC2=CC(=CC=C12)CNC1=CC=CC(=N1)C1CCN(CC1)CC1=NC2=C(N1)C=C(C=C2)C(=O)O